NC1=NN2C(C=C(C=C2)C=2C(=NC=C(C(=O)OC)C2)Cl)=N1 methyl 5-(2-amino-[1,2,4]triazolo[1,5-a]pyridin-7-yl)-6-chloronicotinate